C(C1=CC=CC=C1)OC1=NC(=CC=C1N1C(N(C2=C1C=CC=C2NC2CCC(CC2)C(=O)OC)C)=O)OCC2=CC=CC=C2 methyl (1r,4r)-4-({1-[2,6-bis(benzyloxy)pyridin-3-yl]-3-methyl-2-oxo-1,3-benzodiazol-4-yl}amino)cyclohexane-1-carboxylate